C1(=CC=CC=C1)C1=C(C(=C2C=CC=CC2=C1)C1=CC(=CC2=CC=CC=C12)C1=CC=CC=C1)O (R)-3,3'-diphenyl-1,1'-binaphthol